4-{6-amino-5-[1-(2,6-dichloro-3-fluoro-phenyl)-ethoxy]-pyridin-3-yl}-N-(2-pyrrolidin-1-yl-ethyl)-benzamide NC1=C(C=C(C=N1)C1=CC=C(C(=O)NCCN2CCCC2)C=C1)OC(C)C1=C(C(=CC=C1Cl)F)Cl